2-(4-(Cyclopropylsulfonyl)piperazin-1-yl)propan-1-ol C1(CC1)S(=O)(=O)N1CCN(CC1)C(CO)C